C(C)(=O)[O-].C(CCCCCCC)[P+](CCCCCCCC)(CCCCCCCC)CCCCCCCC tetraoctyl-phosphonium acetate